L-iduronic acid 2-sulfate S(=O)(=O)(O)O[C@@H](C=O)[C@@H](O)[C@H](O)[C@@H](O)C(=O)O